S(=O)(=O)=CCCC(=O)O 4-sulfonylbutyric acid